N1C=CC2=CN=CC=C12 5-azaindole